3-(6-(4-(hydroxymethyl)piperidin-1-yl)-1-oxoisoindolin-2-yl)piperidine-2,6-dione OCC1CCN(CC1)C1=CC=C2CN(C(C2=C1)=O)C1C(NC(CC1)=O)=O